(6aR,8S)-8-methyl-5-(4-(trifluoromethyl)phenyl)-6,6a,7,8,9,10-hexahydro-5H-pyrido[1,2-a]quinoxaline-8-carboxylic acid C[C@]1(C[C@H]2N(C=3C=CC=CC3N(C2)C2=CC=C(C=C2)C(F)(F)F)CC1)C(=O)O